2-(2,4-dioxotetrahydropyrimidin-1(2H)-yl)-5-((4-(6-fluoro-1H-indol-3-yl)piperidin-1-yl)methyl)isoindoline-1,3-dione O=C1N(CCC(N1)=O)N1C(C2=CC=C(C=C2C1=O)CN1CCC(CC1)C1=CNC2=CC(=CC=C12)F)=O